3-methyl-6-(1H-1,2,3-triazol-1-yl)pyridazine CC=1N=NC(=CC1)N1N=NC=C1